C(#N)C=1C=CC2=C(N(C(=N2)NC(CC(C)(C)C)=O)C2=CC=C(C=C2)F)C1 N-(6-cyano-1-(4-fluorophenyl)-1H-benzo[d]imidazol-2-yl)-3,3-dimethylbutanamide